NC=1C2=C(N=CN1)N(C=C2C(=O)NC2=CC=C(C=C2)COC)C2(CC2)CC 4-amino-7-(1-ethylcyclopropyl)-N-(4-(methoxymethyl)phenyl)-7H-pyrrolo[2,3-d]pyrimidine-5-carboxamide